N-(4-(6-fluoro-3,4-dihydroisoquinolin-2(1H)-yl)-2,6-dimethylphenyl)-3-methylisothiazol-5-amine FC=1C=C2CCN(CC2=CC1)C1=CC(=C(C(=C1)C)NC1=CC(=NS1)C)C